OC1=C(C=CC(=C1)OC)CCCC1(CC=CC=C1)CCC (E)-3-(2-hydroxy-4-methoxyphenyl)-1-(1-propylphenyl)propane